tert-butyl 2-(5-methyl-6-(trifluoromethyl)pyrazin-2-yl)-2,8-diazaspiro[4.5]decane-8-carboxylate CC=1N=CC(=NC1C(F)(F)F)N1CC2(CC1)CCN(CC2)C(=O)OC(C)(C)C